S-((1s,4s)-4-((tert-butoxycarbonyl) amino) cyclohexyl) thioacetate C(C)(=O)SC1CCC(CC1)NC(=O)OC(C)(C)C